ClC1=C(OC=2N=NC(=CC2C(=O)NC2=CC(=NC=C2)SC)C(F)(F)F)C=CC(=C1)F 3-(2-chloro-4-fluorophenoxy)-N-(2-(methylthio)pyridin-4-yl)-6-(trifluoromethyl)pyridazine-4-carboxamide